C1(=CC=CC=C1)N1CN(C(C1)C1=CC=CC=C1)C1=CC=C(C#N)C=C1 4-(3,5-diphenyl-imidazoline-1-yl)benzonitrile